2-Amino-4-(4-(2,2-difluoroethyl)-1-((5-methoxy-7-methyl-1H-indol-4-yl)methyl)piperazin-2-yl)benzoic acid NC1=C(C(=O)O)C=CC(=C1)C1N(CCN(C1)CC(F)F)CC1=C2C=CNC2=C(C=C1OC)C